N-cyclohexylcyclohexan-amin C1(CCCCC1)NC1CCCCC1